(3S*,3aS*,6R*,7R*,7aS*)-1-(4-(dimethylamino)benzyl)-N-(4-hydroxybenzyl)-7-isobutyl-5-oxooctahydro-3aH-3,6-methanopyrrolo[3,2-b]pyridine-3a-carboxamide CN(C1=CC=C(CN2C[C@H]3[C@@]4(NC([C@@H]([C@H]([C@@H]42)CC(C)C)C3)=O)C(=O)NCC3=CC=C(C=C3)O)C=C1)C |o1:9,10,13,14,15|